rac-(2RS)-1-chloro-3-(2-chloro-4-methyl-phenyl)propan-2-amine ClC[C@@H](CC1=C(C=C(C=C1)C)Cl)N |r|